ClC1=CC(=C(C=C1)C=1C2=C(N=C(N1)[C@H]1C[C@H](OCC1)C=1C=NN(C1)C1CC1)N=C(C(=C2)C)C)F 4-(4-chloro-2-fluorophenyl)-2-((2S,4R)-2-(1-cyclopropyl-1H-pyrazol-4-yl)tetrahydro-2H-pyran-4-yl)-6,7-dimethylpyrido[2,3-d]pyrimidine